4-[[2-[5-hydroxy-4-(2-hydroxy-1,1-dimethyl-ethyl)-2-methyl-phenyl]acetyl]amino]-N-[1-(trifluoromethyl)cyclopropyl]pyridine-2-carboxamide OC=1C(=CC(=C(C1)CC(=O)NC1=CC(=NC=C1)C(=O)NC1(CC1)C(F)(F)F)C)C(CO)(C)C